(2R,5R)-N-{2-benzyl-2-azaspiro[3.3]heptan-6-yl}-2,5-dimethyl-4-[5-(trifluoromethyl)pyrimidin-2-yl]piperazine-1-carboxamide C(C1=CC=CC=C1)N1CC2(C1)CC(C2)NC(=O)N2[C@@H](CN([C@@H](C2)C)C2=NC=C(C=N2)C(F)(F)F)C